C1(CC1)CN1CC(C1)(C)[C@](O)(C1=CC=C(C=C1)OC(F)(F)F)C=1C=NC=C(C1)N1CCCC1 (R)-(1-cyclopropylmethyl-3-methyl-azetidin-3-yl)-(5-pyrrolidin-1-yl-pyridin-3-yl)-(4-trifluoromethoxy-phenyl)-methanol